ClC1=NC=C(C=C1Cl)COC1OCCCC1 2,3-Dichloro-5-{[(tetrahydro-2H-pyran-2-yl)oxy]methyl}pyridine